NC1=NC2=C(C(=C(C=C2C=C1)NC(C1=C(C=C(C=C1)Br)N1CCC2(CC2)CC1)=O)F)N1CCC(CC1)(F)F N-(2-amino-8-(4,4-difluoropiperidin-1-yl)-7-fluoroquinolin-6-yl)-4-bromo-2-(6-azaspiro[2.5]oct-6-yl)benzamide